[C@H]12OC[C@H](N(C1)C1CCN(CC1)C1=C(C=C(C(=C1)OC)NC1=NC=NC(=C1)N1OCC[C@@H]1C=1SC=CC1)NC(C=C)=O)C2 N-(2-(4-((1R,4R)-2-oxa-5-azabicyclo[2.2.1]heptane-5-yl)piperidine-1-yl)-4-methoxy-5-((6-((R)-3-(thiophene-2-yl)isoxazolidine-2-yl)pyrimidine-4-yl)amino)phenyl)acrylamide